N,N'-di-[3-(p-cumylbenzylsulfonyloxy)phenyl]urea C(C)(C)(C1=CC=CC=C1)C1=CC=C(CS(=O)(=O)OC=2C=C(C=CC2)NC(=O)NC2=CC(=CC=C2)OS(=O)(=O)CC2=CC=C(C=C2)C(C)(C)C2=CC=CC=C2)C=C1